S1C(=CC2=C1CNCC2)CN (4,5,6,7-tetrahydrothieno[2,3-c]pyridin-2-yl)methanamine